tert-butyl 3-(2,7-dichloro-8-fluoropyrido[4,3-d]pyrimidin-4-yl)-1-(methoxymethyl)-3,8-diazabicyclo[3.2.1]octane-8-carboxylate ClC=1N=C(C2=C(N1)C(=C(N=C2)Cl)F)N2CC1(CCC(C2)N1C(=O)OC(C)(C)C)COC